Dimethylergosta-8,24-dien-3-ol CC(C(C)=C(C)CC[C@@H](C)[C@H]1CC[C@H]2C=3CCC4CC(CC[C@]4(C)C3CC[C@]12C)O)C